N-((1S)-1-(5-(2-(4-chlorophenyl)-3-(4-fluorophenyl)cyclopropyl)-1,2,4-oxadiazol-3-yl)ethyl)-3-hydroxy-4-methoxypicolinamide ClC1=CC=C(C=C1)C1C(C1C1=CC=C(C=C1)F)C1=NC(=NO1)[C@H](C)NC(C1=NC=CC(=C1O)OC)=O